O1CCC(CC1)C=1C(NNC(C1)=O)=O 4-(tetrahydro-2H-pyran-4-yl)-1,2-dihydropyridazine-3,6-dione